3-chloro-5-(1-{4-[(4-methanesulfonylphenoxy)methyl]-2-methylpyrrolidin-1-yl}prop-2-yl)benzonitrile ClC=1C=C(C#N)C=C(C1)C(CN1C(CC(C1)COC1=CC=C(C=C1)S(=O)(=O)C)C)C